4,7-di(1H-imidazole-1-yl)-2,1,3-benzothiadiazole N1(C=NC=C1)C1=CC=C(C2=NSN=C21)N2C=NC=C2